methyl (E)-3-(2-((4-((R)-2-(4-chlorophenyl)-2,3-dihydrobenzo[b][1,4]dioxin-5-yl)piperidin-1-yl)methyl)-1-(((S)-oxetan-2-yl)methyl)-1H-imidazol-5-yl)acrylate ClC1=CC=C(C=C1)[C@@H]1COC2=C(O1)C=CC=C2C2CCN(CC2)CC=2N(C(=CN2)/C=C/C(=O)OC)C[C@H]2OCC2